racemic-2-allyl-1-(3-hydroxy-3-(trifluoromethyl)-2,3-dihydrofuro[3,2-b]pyridin-5-yl)-6-((4-(4-methylpiperazin-1-yl)phenyl)amino)-1,2-dihydro-3H-pyrazolo[3,4-d]pyrimidin-3-one C(C=C)N1N(C2=NC(=NC=C2C1=O)NC1=CC=C(C=C1)N1CCN(CC1)C)C1=CC=C2C(=N1)[C@@](CO2)(C(F)(F)F)O |r|